BrC1=CC=C(C=C1)N1N=C(C(=C1)[C@H]1O[C@@H](C(N1CCC1=CC=C(C=C1)OCC)=O)C)C1=CC=C(C=C1)F (2R,5R)-2-(1-(4-bromophenyl)-3-(4-fluorophenyl)-1H-pyrazol-4-yl)-3-(4-Ethoxyphenethyl)-5-methyloxazolidin-4-one